(R)-2-(2-(benzyloxy)ethyl)oxetane C(C1=CC=CC=C1)OCC[C@@H]1OCC1